ClC1=C(C=CC=C1)NC(C(C)(C)C(C)=O)=O N-(2-chlorophenyl)-2-acetyl-2-methyl-propanamide